2-(4-fluorophenyl)-N-{4-[5-fluoro-3-(pyridin-2-yl)-1H-pyrrolo[3,2-b]pyridin-2-yl]pyridin-2-yl}-3-methylbutanamide FC1=CC=C(C=C1)C(C(=O)NC1=NC=CC(=C1)C1=C(C2=NC(=CC=C2N1)F)C1=NC=CC=C1)C(C)C